methyl 7-bromo-2-cyclopropylpyrazolo[1,5-a]pyridine-5-carboxylate BrC1=CC(=CC=2N1N=C(C2)C2CC2)C(=O)OC